(R)-N-(1-(2-fluoro-3-(trifluoromethyl)phenyl)ethyl)-1-(5-(1-(1-methylpiperidin-4-yl)-1H-1,2,3-triazol-5-yl)pyridin-3-yl)-6-oxo-1,6-dihydropyridazine-3-carboxamide FC1=C(C=CC=C1C(F)(F)F)[C@@H](C)NC(=O)C1=NN(C(C=C1)=O)C=1C=NC=C(C1)C1=CN=NN1C1CCN(CC1)C